(4Z)-4-(1,3-benzothiazol-6-ylmethylene)-2-[[(3S)-tetrahydrofuran-3-yl]amino]-1H-imidazol-5-one S1C=NC2=C1C=C(C=C2)\C=C\2/N=C(NC2=O)N[C@@H]2COCC2